[(1R,2R,3S,4R)-4-{[5-({4-[(1S)-3,4-dihydro-1H-isochromen-1-yl]-5-methyl-2-thienyl}carbonyl)pyrimidin-4-yl]amino}-2,3-dihydroxycyclopentyl]methyl sulfamate S(N)(OC[C@@H]1[C@H]([C@H]([C@@H](C1)NC1=NC=NC=C1C(=O)C=1SC(=C(C1)[C@H]1OCCC2=CC=CC=C12)C)O)O)(=O)=O